6-[(Z)-2-[(tert-butoxycarbonylamino)methyl]-3-fluoro-allyloxy]-2-methyl-3,4-dihydro-2H-quinoline-1-carboxylic acid tert-butyl ester C(C)(C)(C)OC(=O)N1C(CCC2=CC(=CC=C12)OC\C(=C/F)\CNC(=O)OC(C)(C)C)C